2',6'-Bis(benzyloxy)-3-fluoro-4-methyl-5-(4-(4-(4,4,5,5-tetramethyl-1,3,2-dioxaborolan-2-yl)phenyl)piperidin-1-yl)-2,3'-bipyridine C(C1=CC=CC=C1)OC1=NC(=CC=C1C1=NC=C(C(=C1F)C)N1CCC(CC1)C1=CC=C(C=C1)B1OC(C(O1)(C)C)(C)C)OCC1=CC=CC=C1